2-[(trifluoromethyl)sulfanyl]isoindole-1,3-dione FC(F)(F)SN1C(C2=CC=CC=C2C1=O)=O